COC1=CC=C(C=C1)C=O 4-methoxybenzene-1-carbaldehyde